C1(=CC=CC=C1)C1(CC(=NO1)C(=O)O)C1=CC=CC=C1 4,5-dihydro-5,5-diphenyl-isoxazole-3-formic acid